C1CC12COC(OC2)CN2N=NC(=C2)C(=O)NC2=C(C=CC(=C2)C#CC2CC2)C 1-((5,7-dioxaspiro[2.5]octan-6-yl)methyl)-N-(5-(cyclopropylethynyl)-2-methylphenyl)-1H-1,2,3-triazole-4-carboxamide